ClC=1C=CC2=C(C=C(O2)CO)C1 (5-chlorobenzofuran-2-yl)methanol